[C@H]12COC[C@@H]2C1NC1=NC=CC(=C1)CCl N-((1R,5S,6r)-3-oxabicyclo[3.1.0]hexan-6-yl)-4-(chloromethyl)pyridin-2-amine